ClC1=CC=C(C=N1)CN(C(=C[N+](=O)[O-])NC)CC N-[(6-chloro-3-pyridinyl)methyl]-N-ethyl-N'-methyl-2-nitro-1,1-ethenediamine